(2R,4S)-N-(4-tert-butylphenyl)-1-cyano-N-[2-(cyclohexylamino)-2-oxo-1-(3-pyridyl)ethyl]-4-phenoxy-pyrrolidine-2-carboxamide C(C)(C)(C)C1=CC=C(C=C1)N(C(=O)[C@@H]1N(C[C@H](C1)OC1=CC=CC=C1)C#N)C(C(=O)NC1CCCCC1)C=1C=NC=CC1